4-[4-[3-(cyclopropylmethoxymethyl)-2-furyl]-2,6-difluoro-N-methyl-anilino]butyric acid C1(CC1)COCC1=C(OC=C1)C1=CC(=C(N(C)CCCC(=O)O)C(=C1)F)F